ClC1=C(C=CC=C1Cl)SC=1N=C2C(=NC1)N=C(C=C2)N2CCC1([C@@H]([C@@H](OC1)C)N)CC2 (3s,4s)-8-(2-((2,3-dichlorophenyl)thio)pyrido[2,3-b]pyrazin-6-yl)-3-methyl-2-oxa-8-azaspiro[4.5]decan-4-amine